NC(C)[N+]1=CC=C(C=C1)C1=CC=[N+](C=C1)N 1,1'-diaminoethyl-4,4'-bipyridinium